C(C=C)(=O)N1C[C@@H](N(C[C@H]1C)C=1C2=C(N(C(N1)=O)C1=C(C=CC=C1S(=O)(=O)C(C)C)CC)N=C(C(=C2)F)C2=C(C=CC=C2O)F)C 4-((2S,5R)-4-acryloyl-2,5-dimethylpiperazin-1-yl)-1-(2-ethyl-6-(isopropylsulfonyl)benzeneyl)-6-fluoro-7-(2-fluoro-6-hydroxyphenyl)pyrido[2,3-d]pyrimidin-2(1H)-one